ClC1=CC(N(C=C1)C(C)N1N=NC(=C1)C=1C=2C(C=NC1)=NN(C2)C2OCCCC2)=O 4-chloro-1-(1-(4-(2-(tetrahydro-2H-pyran-2-yl)-2H-pyrazolo[3,4-c]pyridin-4-yl)-1H-1,2,3-triazol-1-yl)ethyl)pyridin-2(1H)-one